CC(C(CC(=O)N)=O)C Dimethylacetoacetamide